(2S,6S)-2-methyl-6-(1-methyltriazol-4-yl)-4-[5-(trifluoromethyl)-3-thienyl]piperidin-4-ol C[C@@H]1N[C@@H](CC(C1)(O)C1=CSC(=C1)C(F)(F)F)C=1N=NN(C1)C